[Si].[Fe].[Pr].[La] lanthanum praseodymium iron silicon